C(C)(C)(C)[Si](OCCC[C@@]1(N(CCC1=C)C(=O)OC(C)(C)C)C(=O)OCC)(C)C 1-(tert-butyl) 2-ethyl (S)-2-(3-((tertbutyldimethylsilyl)oxy)propyl)-3-methylenepyrrolidine-1,2-dicarboxylate